The molecule is a butan-4-olide having a 1-thiocyanatoethyl group at the 3-position and two methyl substituents at the 5-position. It is a butan-4-olide and a member of thiocyanates. CC(C1CC(OC1=O)(C)C)SC#N